COC(=O)C=1N=C(N(C1)COCC[Si](C)(C)C)Br.C1=NS(C=CC2=C1C=CC=C2)NC(C2=CC=C(C=C2)C2=CC(=CC=C2)Cl)=O N-(benzo[d][1,2]thiazepin-3-yl)-4-(3-chlorophenyl)benzamide Methyl-2-bromo-1-((2-(trimethylsilyl)ethoxy)methyl)-1H-imidazole-4-carboxylate